C(CCCCCCCCCCCCC)(=O)OCC(COC(CCCCCCCCCCCCC)=O)(COCC(COC(CCCCCCCCCCCCC)=O)(COC(CCCCCCCCCCCCC)=O)COC(CCCCCCCCCCCCC)=O)COC(CCCCCCCCCCCCC)=O dipentaerythritol hexamyristate